N-methyl-4-(trifluorometh-yl)aniline CNC1=CC=C(C=C1)C(F)(F)F